N-(5,6-dichloro-1H-benzo[d]imidazol-2-yl)-4-phenyltetrahydro-2H-pyran-4-carboxamide ClC1=CC2=C(NC(=N2)NC(=O)C2(CCOCC2)C2=CC=CC=C2)C=C1Cl